NC=1N=C(SC1C(C1=CC=CC=C1)=O)N(C(OC(C)(C)C)=O)C1=C(C=CC=C1)F tert-butyl N-(4-amino-5-benzoyl-thiazol-2-yl)-N-(2-fluorophenyl)carbamate